BrC1=C(CC=C2CN(CC(C2=O)C=2C=NC=CC2)C)C=CC(=C1)F 3-(2-bromo-4-fluorobenzylmethylene)-5-(3-pyridyl)-N-methyl-4-piperidone